tert-butyl (2R,4R)-4-((4-acetyl-6-((1-(tert-butyl)-5-methyl-1H-pyrazol-3-yl)amino)-3-fluoropyridin-2-yl)methyl)-1-(3-chloro-2-fluorobenzyl)-2-methylpiperidine-4-carboxylate C(C)(=O)C1=C(C(=NC(=C1)NC1=NN(C(=C1)C)C(C)(C)C)C[C@@]1(C[C@H](N(CC1)CC1=C(C(=CC=C1)Cl)F)C)C(=O)OC(C)(C)C)F